C(C)(C)(C)OC(=O)N1CCCC2=CC=C(N=C12)C 7-methyl-3,4-dihydro-1,8-naphthyridine-1(2H)-carboxylic acid tert-butyl ester